2-(2-Chlorobenzyl)-2-(1-chlorocyclopropyl)oxiran ClC1=C(CC2(OC2)C2(CC2)Cl)C=CC=C1